CHROMENO[4,3-B]QUINOLINE C1=C2C(=CC=C1)OCC=1C2=NC2=CC=CC=C2C1